bis(cyclopentadienyl)bis(methylethylamino)Hafnium C1(C=CC=C1)[Hf](N(C)CC)(N(CC)C)C1C=CC=C1